2-(2,4-Dioxotetrahydropyrimidin-1(2H)-yl)-5-((4-(5-methylthiophene-2-yl)-3,6-dihydropyridin-1(2H)-yl)methyl)isoindoline-1,3-dione O=C1N(CCC(N1)=O)N1C(C2=CC=C(C=C2C1=O)CN1CCC(=CC1)C=1SC(=CC1)C)=O